Isoxazolo[5,4-b]Quinolin-3-amine O1N=C(C=2C1=NC1=CC=CC=C1C2)N